C(C)C1=NC(=C2N1C(C(N(C2)C)=O)CC)C=2C=CC=C1C=C(N=CC21)C=2C=CC(=NC2)C(=O)NCCC#CC2=C1CN(C(C1=CC=C2)=O)C2C(NC(CC2)=O)=O 5-(8-(3,5-Diethyl-7-methyl-6-oxo-5,6,7,8-tetrahydroimidazo[1,5-a]pyrazin-1-yl)isoquinolin-3-yl)-N-(4-(2-(2,6-dioxopiperidin-3-yl)-1-oxoisoindolin-4-yl)but-3-yn-1-yl)picolinamide